2,2',2'',2'''-(3,3''-bis(10-methylphenazin-5(10H)-yl)-[1,1':3',1''-terphenyl]-2',4',5',6'-tetrayl)tetrakis(benzo[d]thiazole) CN1C2=CC=CC=C2N(C=2C=CC=CC12)C=1C=C(C=CC1)C1=C(C(=C(C(=C1C=1SC2=C(N1)C=CC=C2)C=2SC1=C(N2)C=CC=C1)C=1SC2=C(N1)C=CC=C2)C2=CC(=CC=C2)N2C=1C=CC=CC1N(C1=CC=CC=C21)C)C=2SC1=C(N2)C=CC=C1